tert-butyl N-(6-bromo-5-oxo-hexyl)-N-tert-butoxycarbonyl-carbamate BrCC(CCCCN(C(OC(C)(C)C)=O)C(=O)OC(C)(C)C)=O